FC(C(=O)O)(F)F.NCC(CC=1N(C(NN1)=O)C1=CC(=NC=C1)C=1C=NC(=CC1)N(C)C)=C(F)F [2-(aminomethyl)-3,3-difluoro-allyl]-4-[2-[6-(dimethylamino)-3-pyridinyl]-4-pyridinyl]-1,2,4-triazol-3-one trifluoroacetate salt